1,3-benzenedimethanol C1(=CC(=CC=C1)CO)CO